OC(CC(=O)N1CC(NC2=CC=CC=C12)=O)C 4-(3-hydroxybutyryl)-3,4-dihydroquinoxalin-2(1H)-one